C1CCC2=C(C=3CCCC3C=C12)NC(=O)NS(=O)(=O)C1=CC2=C(CCB(O2)O)C=C1 N-((1,2,3,5,6,7-hexahydro-s-indacen-4-yl)carbamoyl)-2-hydroxy-3,4-dihydro-2H-benzo[e][1,2]oxaborinine-7-sulfonamide